C(C)C1=NC2(C(N1CC1=CC=C(C=C1)C=1C=C(C=CC1C#N)C1=CC=CC=C1)=O)COCC2 4''-((2-ethyl-4-oxo-7-oxa-1,3-diazaspiro[4.4]non-1-en-3-yl)methyl)-[1,1':3',1''-terphenyl]-4'-carbonitrile